[Mn].[Ba] Barium manganese